4-(Methyl-d3)benzenesulfonyl chloride C(C1=CC=C(C=C1)S(=O)(=O)Cl)([2H])([2H])[2H]